ClC1=C(C=NN1CC(F)F)N 5-chloro-1-(2,2-difluoroethyl)pyrazol-4-amine